O=C1NC=2C=3C1=CN=NC3C(=CC2)N2N=CC(=C2C(F)(F)F)C(=O)NC2=CC(=NC=C2)C(F)(F)F 1-(4-oxo-4,5-dihydropyrrolo[4,3,2-de]cinnolin-8-yl)-5-trifluoromethyl-N-(2-trifluoromethyl-pyridin-4-yl)-1H-pyrazole-4-carboxamide